bis[(E)-1-methyl-3-oxo-but-1-enoxy]-oxo-vanadium C/C(=C\C(C)=O)/O[V](=O)O\C(=C\C(C)=O)\C